C(C1=CC=CC=C1)N1CCC(CC1)N1N=C(C(=C1)NC(=O)C=1C=NN2C1N=C(C=C2)N2C[C@H](CCC2)NC(=O)OC(C)(C)C)C(F)F Benzyl-(S)-4-(4-(5-(3-((tert-butoxycarbonyl)amino)piperidin-1-yl)pyrazolo[1,5-a]pyrimidine-3-carboxamido)-3-(difluoromethyl)-1H-pyrazol-1-yl)piperidine